C(C)(C)(C)OC(=O)N1C2CC(C1)C2 2-azabicyclo[2.1.1]hexane-2-carboxylic acid tert-butyl ester